C(C1=CC=CC=C1)OC=1C(=C(C2=CC(=CC=C2C1)Br)F)N(CC(=O)OC)S(NC(=O)OC(C)(C)C)(=O)=O Methyl 2-((3-(benzyloxy)-7-bromo-1-fluoronaphthalen-2-yl)(N-(tert-butoxycarbonyl)sulfamoyl)amino)acetate